C(C)(=O)NC=1N=C2N(N=C(C=C2)C=2C=C(C=NC2)C(=O)NCC2=C(C=CC(=C2)OC(F)(F)F)F)C1 5-{2-acetamidoimidazo[1,2-b]pyridazin-6-yl}-N-{[2-fluoro-5-(trifluoromethoxy)phenyl]methyl}pyridine-3-carboxamide